3-[1-(azetidin-3-yl)pyrazol-4-yl]-4-benzyloxy-6-(4-tert-butyl-5-chloro-2-methyl-phenyl)-2-methyl-pyridine N1CC(C1)N1N=CC(=C1)C=1C(=NC(=CC1OCC1=CC=CC=C1)C1=C(C=C(C(=C1)Cl)C(C)(C)C)C)C